N-carboxymethyl-N-hydroxyethylimidazolinium C(=O)(O)C[N+]1(C=NCC1)CCO